FC1=CC=C(C=C1)C(N1[C@@H](CN(CC1)C1=C(C(N(C=2C=CC(=NC12)C#N)C)=O)Cl)C)C1=CC=C(C=C1)F (R)-8-(4-(bis(4-fluorophenyl)methyl)-3-methylpiperazin-1-yl)-7-chloro-5-methyl-6-oxo-5,6-dihydro-1,5-naphthyridine-2-carbonitrile